CCCCCCCCCCCCCCCCCCCCOC[C@H](COP(=O)(O)OC[C@@H](C(=O)O)N)OC(=O)CCCCCCCCCCC/C=C\C/C=C\CCCCC 1-eicosyl-2-(13Z,16Z-docosadienoyl)-glycero-3-phosphoserine